N-(3-(cyclopropylsulfonyl)phenyl)-2-(2-(6-((cis)-2,6-dimethylmorpholino)pyridin-2-yl)-1,6-naphthyridin-7-yl)acetamide C1(CC1)S(=O)(=O)C=1C=C(C=CC1)NC(CC1=NC=C2C=CC(=NC2=C1)C1=NC(=CC=C1)N1C[C@@H](O[C@@H](C1)C)C)=O